NC1=CC=C(C(=C1C#N)Cl)Br 6-amino-3-bromo-2-chlorobenzonitrile